[1-[4-[Methyl(tetrahydropyran-4-yl)amino]-5-oxido-6,7-dihydrothieno[3,2-d]pyrimidin-5-ium-2-yl]azetidin-3-yl]-tetrahydrothiopyran-4-carboxylat CN(C=1C2=C(N=C(N1)N1CC(C1)OC(=O)C1CCSCC1)CC[S+]2[O-])C2CCOCC2